C(C)(C)(C)C1=CC=C(OCCOC2=C(C=C3C(NC(NC3=O)=O)=O)C=CC=C2)C=C1 5-(2-(2-(4-(tert-butyl)phenoxy)ethoxy)benzylidene)pyrimidine-2,4,6(1H,3H,5H)-trione